formylquinoline C(=O)C1=NC2=CC=CC=C2C=C1